C(CCCCCCCCC(=O)OC1=CC=C(C=C1)C1=C(C2=C(S1)C=C(C=C2)O[Si](C)(C)C(C)(C)C)C(C2=CC=C(C=C2)OCCN2CCCCC2)=O)(=O)OC(COC(CCCCCCCCCCCCCCC)=O)COC(CCCCCCCCCCCCCCC)=O 1-(1,3-bis(palmitoyloxy) propan-2-yl) 10-(4-(6-((tert-butyldimethylsilyl) oxy)-3-(4-(2-(piperidin-1-yl) ethoxy) benzoyl) benzo[b]thiophen-2-yl) phenyl) sebacate